Isopropyl 2-((5-(but-2-ynamido)-2-methoxy-4-(methyl((1-methylpyrrolidin-2-yl)methyl)amino)phenyl)amino)-4-(1-methyl-1H-indol-3-yl)pyrimidine-5-carboxylate C(C#CC)(=O)NC=1C(=CC(=C(C1)NC1=NC=C(C(=N1)C1=CN(C2=CC=CC=C12)C)C(=O)OC(C)C)OC)N(CC1N(CCC1)C)C